COC1=CC(=CC2=C1OC(CO2)C=2C=NC(=CC2)OC)CN2C=NC=1C2=NC=C(C1)OC1CN(C1)C 3-((8-methoxy-2-(6-methoxypyridin-3-yl)-2,3-dihydrobenzo[b][1,4]dioxin-6-yl)methyl)-6-((1-methylazetidin-3-yl)oxy)-3H-imidazo[4,5-b]pyridine